S1C(=NC=C1)N1CCN(CC1)CCC(C(C=C)=C)=C 1-(4-(thiazolyl)-1-piperazinyl)-3,4-dimethylenehex-5-ene